CN1N=C(C=C1C)N\C(\C)=C\1/C(NC2=CN=C(C=C21)C2=C(C=CC(=C2)F)C)=O (Z)-3-(1-((1,5-Dimethyl-1H-pyrazol-3-yl)amino)ethylidene)-5-(5-fluoro-2-methylphenyl)-1H-pyrrolo[2,3-c]pyridin-2(3H)-one